C(OC(CS(=O)(=O)C1=CC(=CC=C1)C(NCCOCCOCCOCCN=[N+]=[N-])=O)CCCOC)(ON1C(CCC1=O)=O)=O 1-((3-((2-(2-(2-(2-azidoethoxy)ethoxy)ethoxy)ethyl)-carbamoyl)phenyl)sulfonyl)-5-methoxypentan-2-yl (2,5-dioxopyrrolidin-1-yl) carbonate